C(C)S(=O)(=O)NC=1C(=C(C=CC1)CC1=CC(=C(N(C1=O)C)NC1=C(C=C(C=C1)I)F)C(=O)NOC(C)(C)C)F 5-[[3-(Ethylsulfonylamino)-2-fluorophenyl]methyl]-2-(2-fluoro-4-iodoanilino)-1-methyl-N-[(2-methylpropan-2-yl)oxy]-6-oxopyridin-3-carboxamide